tert-Butyl 4-(thieno[3,2-c]pyridin-6-yl)piperazine-1-carboxylate S1C=CC=2C=NC(=CC21)N2CCN(CC2)C(=O)OC(C)(C)C